7-(difluoromethoxy)-6-{[(3R,4R)-3-fluoropiperidin-4-yl]oxy}-4-(1-methyl-3-phenyl-1H-pyrazol-4-yl)quinazoline FC(OC1=C(C=C2C(=NC=NC2=C1)C=1C(=NN(C1)C)C1=CC=CC=C1)O[C@H]1[C@@H](CNCC1)F)F